ClC1=C(\C=N\OC(C(=O)OC)C)C=C(C(=C1)F)N1C(N(C(N(C1=O)C)=S)C)=O methyl 2-({(E)-[2-chloro-5-(3,5-dimethyl-2,6-dioxo-4-sulfanylidene-1,3,5-triazinan-1-yl)-4-fluorobenzylidene]amino}oxy)propanoate